2,3,4,5-tetra-n-hexylpyrrole C(CCCCC)C=1NC(=C(C1CCCCCC)CCCCCC)CCCCCC